O-α-D-glucopyranosyl-L-ascorbic acid [C@H]1([C@H](O)[C@@H](O)[C@H](O)[C@H](O1)CO)OC=1C(=O)O[C@@H](C1O)[C@@H](O)CO